ClC=1C=C2C=NN(C2=CC1CN)C1OCCCC1 (5-chloro-1-(tetrahydro-2H-pyran-2-yl)-1H-indazol-6-yl)methanamine